N-(4-(chlorodifluoromethoxy)phenyl)-6-(4-(1-((2-(2,6-dioxopiperidin-3-yl)-6-fluoro-1-oxoisoindolin-5-yl)methyl)piperidin-4-yl)piperazin-1-yl)-5-(1H-pyrazol-5-yl)nicotinamide ClC(OC1=CC=C(C=C1)NC(C1=CN=C(C(=C1)C1=CC=NN1)N1CCN(CC1)C1CCN(CC1)CC=1C=C2CN(C(C2=CC1F)=O)C1C(NC(CC1)=O)=O)=O)(F)F